3,6-di-tert-butyl-p-methylphenol C(C)(C)(C)C=1C=C(C(=CC1C)C(C)(C)C)O